1-Pentyl-3-propylpyrrolidinium cyanid Arginyl-L-(+)-Lactate N[C@@H](CCCNC(N)=N)C(=O)OC([C@@H](O)C)=O.[C-]#N.C(CCCC)[NH+]1CC(CC1)CCC